S1C(=CC=C1)S(=O)(=O)N1CC(CC1)N1C(=NC=2C1=C1C(=NC2)NC=C1)C(C)O 1-(1-(1-(thiophen-2-ylsulfonyl)pyrrolidin-3-yl)-1,6-dihydroimidazo[4,5-d]pyrrolo[2,3-b]pyridine-2-yl)ethanol